4-iodo-5-[(1,3,3-trimethyl-4-piperidyl)amino]-1,3-benzothiazole-2-carbonitrile IC1=C(C=CC2=C1N=C(S2)C#N)NC2C(CN(CC2)C)(C)C